C(C)N(CC)CCN(CCOC(N(CCCCCC(=O)OCC(CCCCCC)CCCCCC)CCCCCC(=O)OCC(CCCCCC)CCCCCC)=O)CC 2-Hexyloctyl 3,6-diethyl-11-(6-((2-hexyloctyl)oxy)-6-oxohexyl)-10-oxo-9-oxa-3,6,11-triazaheptadecan-17-oate